C(C)NC(=O)N1CC2(CCN3N=C(C=C32)C=3C=C2C(=NC3)NC(=C2)C)C1 N-ethyl-2'-(2-methyl-1H-pyrrolo[2,3-b]pyridin-5-yl)-5',6'-dihydrospiro[azetidine-3,4'-pyrrolo[1,2-b]pyrazole]-1-carboxamide